(4RS,5SR)-5-hydroperoxy-4-decanol O(O)[C@H]([C@@H](CCC)O)CCCCC |r|